2-ethylhexyl 8-(3-((2-ethylhexyl)oxy)phenyl)octanoate C(C)C(COC=1C=C(C=CC1)CCCCCCCC(=O)OCC(CCCC)CC)CCCC